(6-t-butoxyhexyl)(methyl)-bis(2-methyl-4-phenylindenyl)silane C(C)(C)(C)OCCCCCC[Si](C1C(=CC2=C(C=CC=C12)C1=CC=CC=C1)C)(C1C(=CC2=C(C=CC=C12)C1=CC=CC=C1)C)C